S(=O)(=O)=CC(C(=O)O)C=S(=O)=O 3-sulfonyl-2-(sulfonylmethyl)propionic acid